1-(5-{[(5-chlorothiophen-2-yl)methyl]amino}-3-(piperidin-4-yl)-1H-pyrazol-1-yl)-2,2-dimethylpropan-1-one ClC1=CC=C(S1)CNC1=CC(=NN1C(C(C)(C)C)=O)C1CCNCC1